ClC1=CC=C(S1)C1=C(C=C(C=C1)C#N)NS(=O)(=O)C=1C=C(C(=O)O)C=CC1CC 3-(N-(2-(5-chlorothiophen-2-yl)-5-cyanophenyl)sulfamoyl)-4-ethylbenzoic Acid